tert-butyl (4-((3-chloro-4-(4-(trifluoromethyl)piperidin-1-yl)phenyl)amino)cyclohexyl)carbamate ClC=1C=C(C=CC1N1CCC(CC1)C(F)(F)F)NC1CCC(CC1)NC(OC(C)(C)C)=O